1-((3,3-Difluoro-1-methylcyclobutyl)methyl)-4-(difluoromethyl)-N-(4-fluoro-3-(methylthio)phenyl)-3-(1-fluorocyclopropyl)-1H-pyrazole-5-carboxamide FC1(CC(C1)(C)CN1N=C(C(=C1C(=O)NC1=CC(=C(C=C1)F)SC)C(F)F)C1(CC1)F)F